BrC=1C=2N(C(=NC1)Cl)C=CN2 8-bromo-5-chloro-imidazo[1,2-c]Pyrimidine